BrC=1C=C2C=NC(=NC2=CC1C)N 6-bromo-7-methylquinazolin-2-amine